FC=1C(=NC(=NC1)NC1=CC(=C(C=C1)N1CCC(CC1)N(C)C)F)C=1C=NN(C1)C1CCCC1 5-fluoro-N-(3-fluoro-4-(4-dimethylaminopiperidin-1-yl)phenyl)-4-(1-cyclopentyl-1H-pyrazol-4-yl)pyrimidin-2-amine